(R)-4-(7-fluoro-imidazo[1,2-a]pyridin-3-yl)-7-((6-((methyl-amino)methyl)-5-(tetrahydrofuran-3-yl)pyridin-2-yl)amino)isoindolin-1-one FC1=CC=2N(C=C1)C(=CN2)C2=C1CNC(C1=C(C=C2)NC2=NC(=C(C=C2)[C@@H]2COCC2)CNC)=O